ClC=1C=C(C=CC1F)NC(=O)C=1C=2CCC(C2C(=CC1)F)=O N-(3-Chloro-4-fluorophenyl)-7-fluoro-1-oxo-2,3-dihydro-1H-indene-4-carboxamide